IC1=C(C=2N(C=CC2S1)CC1=CC=C(C=C1)C(F)(F)F)C(=O)O 2-iodo-4-(4-(trifluoromethyl)benzyl)-4H-thieno[3,2-b]pyrrole-3-carboxylic acid